[Na+].S(=O)(=O)([O-])S(=O)[O-].[Na+] sodium metabisulfite sodium salt